2-(2-Oxobutyl)cyclohexane-1,3-dione O=C(CC1C(CCCC1=O)=O)CC